C(C)(C)(C)OC(=O)N1[C@H]2CN(C[C@@H]1CC2)C2=NC(=NC(=C2Br)C(N(C2=CC=CC1=CC=CC(=C21)Cl)CC=C)=O)Cl (1R,5S)-3-(6-(allyl-(8-chloronaphthalen-1-yl)carbamoyl)-5-bromo-2-chloropyrimidin-4-yl)-3,8-diazabicyclo[3.2.1]octane-8-carboxylic acid tert-butyl ester